Cl.COC1=C(C=C(C(=C1)I)OC)CC(C)N (1-(2,5-dimethoxy-4-iodophenyl)-2-aminopropane) hydrochloride